3-(2,3-dihydro-1H-inden-5-yl)-5,6,7-trifluoro-3-(4-hydroxyphenyl)indol-2-one C1CCC2=CC(=CC=C12)C1(C(NC2=C(C(=C(C=C12)F)F)F)=O)C1=CC=C(C=C1)O